C(C1=CC=CC=C1)(C1=CC=CC=C1)(C1=CC=CC=C1)SC1=CC=CC=C1 phenyl trityl sulfide